CC(C)(C#C)N1CCN(CC1)C(=O)OC(C)(C)C tert-Butyl 4-(2-methylbut-3-yn-2-yl)piperazine-1-carboxylate